(R)-N,N-Diethyl-4-((3-(4-(3-isopropyl-1,2,4-oxadiazol-5-yl)piperazine-1-carbonyl)piperidin-1-yl)sulfonyl)benzenesulfonamide C(C)N(S(=O)(=O)C1=CC=C(C=C1)S(=O)(=O)N1C[C@@H](CCC1)C(=O)N1CCN(CC1)C1=NC(=NO1)C(C)C)CC